3-amino-5-phenylamino-1-(4-vinylbenzyl)-1H-1,2,4-triazole NC1=NN(C(=N1)NC1=CC=CC=C1)CC1=CC=C(C=C1)C=C